C(C)OC=1C=2N(C=CC1C=1C=NNC1)N=C(N2)NC2=C(C=C(C=C2)S(=O)(=O)N)C 4-((8-ethoxy-7-(1H-pyrazol-4-yl)-[1,2,4]triazolo[1,5-a]pyridin-2-yl)amino)-3-methylbenzenesulfonamide